OC(CN1C(=NC=C1)C)C 1-(2-hydroxypropyl)-2-methylimidazole